6-({[2-(Pyridin-3-yl)-1,3-benzoxazol-5-yl]oxy}methyl)pyridin-3-ol N1=CC(=CC=C1)C=1OC2=C(N1)C=C(C=C2)OCC2=CC=C(C=N2)O